CC=1N=NN(C1)C1=CC=C(C(=O)O)C=C1 4-(4-methyltriazol-1-yl)benzoic acid